NC=1C(=CC=2CC3=CC(=CC=C3C2C1)N)OC 3,7-Diamino-2-methoxyfluorene